The molecule is a chromenol that is 2H-chromen-6-ol substituted at position 2 by a hydroxymethyl and a methyl group ( the 2R stereoisomer). Isolated from the mycelial culture broth of Daedalea dickinsii, it exhibits tyrosinase inhibitory and radical scavenging activities. It has a role as a metabolite, an EC 1.14.18.1 (tyrosinase) inhibitor and a radical scavenger. It is a chromenol and a primary alcohol. C[C@@]1(C=CC2=C(O1)C=CC(=C2)O)CO